sodium 3,5,6-trichloropyridin-2-ol ClC=1C(=NC(=C(C1)Cl)Cl)O.[Na]